methyl o-bromophenylbenzoate BrC1=C(C(=O)OC)C=CC=C1C1=CC=CC=C1